6-[4-[cis-5-methyl-2,3,3a,4,6,6a-hexahydropyrrolo[2,3-c]pyrrol-1-yl]-5,6-difluoro-8-(methylamino)-9H-pyrido[2,3-b]indol-3-yl]-1-methyl-4-oxo-1,8-naphthyridine-3-carboxylic acid CN1C[C@@H]2[C@H](C1)CCN2C2=C(C=NC=1NC3=C(C=C(C(=C3C12)F)F)NC)C=1C=C2C(C(=CN(C2=NC1)C)C(=O)O)=O